(5-((2,6-Dichlorobenzyl)oxy)-2,3-dihydro-1H-inden-1-yl)-3-methylazetidin-3-ol ClC1=C(COC=2C=C3CCC(C3=CC2)N2CC(C2)(O)C)C(=CC=C1)Cl